N-(2-chloro-6-methylphenyl)-1,3-selenazol-5-carboxamide ClC1=C(C(=CC=C1)C)NC(=O)C1=CN=C[Se]1